N-[1-[[2-chloro-5-[2-(2-hydroxy-2-methyl-propyl)-4-pyridyl]phenyl]methyl]-2-[4-(4-methyl-1,2,4-triazol-3-yl)anilino]-2-oxo-ethyl]-2-methyl-pyrazole-3-carboxamide ClC1=C(C=C(C=C1)C1=CC(=NC=C1)CC(C)(C)O)CC(C(=O)NC1=CC=C(C=C1)C1=NN=CN1C)NC(=O)C=1N(N=CC1)C